ClC=1C=C2C(=NC=NC2=C(C1)C(F)(F)F)N[C@@H](C)C1=NC=NN1C1=CC(=NC=N1)N(C(=O)C1CC1)C(=O)C1CC1 N-[6-[5-[(1S)-1-[[6-chloro-8-(trifluoromethyl)quinazolin-4-yl]amino]ethyl]-1,2,4-triazol-1-yl]pyrimidin-4-yl]-N-(cyclopropanecarbonyl)cyclopropanecarboxamide